(R)-1-((7-cyano-2-(3'-(1,5-dimethyl-4,5,6,7-tetrahydro-1H-imidazo[4,5-c]pyridine-2-carboxamido)-2,2'-dimethylbiphenyl-3-yl)benzo[d]oxazol-5-yl)methyl)-3-methylpyrrolidine C(#N)C1=CC(=CC=2N=C(OC21)C=2C(=C(C=CC2)C2=C(C(=CC=C2)NC(=O)C=2N(C1=C(CN(CC1)C)N2)C)C)C)CN2C[C@@H](CC2)C